palmitic acid n-butyl ester C(CCC)OC(CCCCCCCCCCCCCCC)=O